2-amino-3'-hydroxy-2',6'-dimethyl-5-(pyrimidin-4-yl)-[1,1'-biphenyl]-3-carboxamide NC1=C(C=C(C=C1C(=O)N)C1=NC=NC=C1)C1=C(C(=CC=C1C)O)C